Ethyl phenyl(2,4,6-trimethylbenzoyl)-phosphinate C1(=CC=CC=C1)P(OCC)(=O)C(C1=C(C=C(C=C1C)C)C)=O